ClC1=C(C=CC=C1C#C[Si](C)(C)C)[C@]1(N/C(/N(C(C1)=O)[C@@H]1C[C@@H](OCC1)C)=N\C(OC(C)(C)C)=O)C tert-Butyl (NE)-N-{(4S)-4-[2-chloro-3-(2-trimethylsilylethynyl)phenyl]-4-methyl-1-[(2S,4S)-2-methyltetrahydropyran-4-yl]-6-oxohexahydropyrimidin-2-ylidene}carbamate